C(C)(C)(CC(C)(C)C)C1=CC=C(C=C1)OC1=CC=C(C=C1)C(C)(C)CC(C)(C)C 4-tert-octylphenylether